octadecyl-calcium C(CCCCCCCCCCCCCCCCC)[Ca]